C(#N)C1=NN(C(=C1C)NC(=O)N[C@@H]1CN(C[C@H]1C1=CC(=C(C=C1)F)F)CCOC)C1=CC=CC=C1 1-(3-cyano-4-methyl-1-phenyl-1H-pyrazol-5-yl)-3-((3S,4R)-4-(3,4-difluorophenyl)-1-(2-methoxyethyl)pyrrolidin-3-yl)urea